1-{3-[(2-{5-[(1R,4R,7R)-7-amino-2-azabicyclo[2.2.1]heptane-2-carbonyl]-7-methoxy-1-methyl-1H-1,3-benzodiazol-2-yl}-1-(cyclopropylmethyl)-1H-indol-7-yl)methyl]azetidin-1-yl}ethan-1-one N[C@H]1[C@@H]2N(C[C@H]1CC2)C(=O)C2=CC1=C(N(C(=N1)C=1N(C3=C(C=CC=C3C1)CC1CN(C1)C(C)=O)CC1CC1)C)C(=C2)OC